4-[[(2R)-2-[4-(2-chloro-4-fluoro-phenyl)-2-oxo-chromen-7-yl]oxypropionyl]amino]pyridine-2-carboxylic acid methyl ester COC(=O)C1=NC=CC(=C1)NC([C@@H](C)OC1=CC=C2C(=CC(OC2=C1)=O)C1=C(C=C(C=C1)F)Cl)=O